FC1(CC(C1)C1=NC2=C(N1[C@@H](COC)C)C=C(C=C2)C=2C=C(C(N(C2)C)=O)C)F (R)-5-(2-(3,3-Difluorocyclobutyl)-1-(1-methoxypropan-2-yl)-1H-benzo[d]imidazol-6-yl)-1,3-dimethylpyridin-2(1H)-one